C(C)(C)(C)C=1C(=C(C(=O)OC)C(=CC1)O)F Methyl 3-(tert-butyl)-2-fluoro-6-hydroxybenzoate